6-(4-((1H-indazol-5-yl)amino)-pyrimidin-2-yl)-N-(pyridazin-4-yl)-1H-indole-2-carboxamide N1N=CC2=CC(=CC=C12)NC1=NC(=NC=C1)C1=CC=C2C=C(NC2=C1)C(=O)NC1=CN=NC=C1